C(C)OC(=O)C1=NN(C2=CC=CC=C2C1=O)C1=CC=C(C=C1)OC(F)(F)F 4-oxo-1-[4-(trifluoromethoxy)phenyl]Cinnoline-3-carboxylic acid ethyl ester